[Na+].C(CCC(=O)[O-])(=O)OCCCCCC(C)C isooctyl succinate sodium